COCC=1N(C=CN1)CC1=CC=C2CCN(CC2=C1)C (methoxymethyl)-1-[(2-methyl-3,4-dihydro-1H-isoquinolin-7-yl)methyl]imidazole